N1C=CC2=CC=CC(=C12)CNC(=O)C=1OC=C(N1)C1=NC(=NC=C1C)NC1=CC=NN1C N-((1H-indol-7-yl)methyl)-4-(5-methyl-2-((1-methyl-1H-pyrazol-5-yl)amino)pyrimidin-4-yl)oxazole-2-carboxamide